methyl 3-amino-5-(methyl amino)-6-(3-methylimidazo[4,5-c]pyridin-7-yl)pyrazine-2-carboxylate NC=1C(=NC(=C(N1)NC)C=1C2=C(C=NC1)N(C=N2)C)C(=O)OC